COCC(CNC1=NC=CC2=C1N=C(N=C2)NC2=C(C=C(C=C2)C=2C=NN(C2)C)OC)(C)C N8-(3-methoxy-2,2-dimethylpropyl)-N2-(2-methoxy-4-(1-methyl-1H-pyrazol-4-yl)phenyl)pyrido[3,4-d]pyrimidine-2,8-diamine